8-(5-chloro-2,3-difluoro-phenyl)-N-(2,3-dihydro-1,4-benzoxazin-4-yl)-7-fluoro-4-(3-fluoroazetidin-1-yl)quinoline-3-carboxamide ClC=1C=C(C(=C(C1)C=1C(=CC=C2C(=C(C=NC12)C(=O)NN1CCOC2=C1C=CC=C2)N2CC(C2)F)F)F)F